4-amino-1-((2R,4S,5R)-5-(chloromethyl)-4-hydroxy-5-(hydroxymethyl)tetrahydrofuran-2-yl)-5-methylpyrimidin-2(1H)-one NC1=NC(N(C=C1C)[C@@H]1O[C@@]([C@H](C1)O)(CO)CCl)=O